BrC=1C=C(C=C2C(N(C(=NC12)N1CCOCC1)C1CC1)=O)F 8-bromo-3-cyclopropyl-6-fluoro-2-morpholinoquinazolin-4(3H)-one